OC=1C(=CC2=CN(N=C2C1C)C)C=1N=CC2=C(N1)C=CN(C2=O)C2CC(C2)NC(OC(C)(C)C)=O tert-butyl ((1s,3s)-3-(2-(6-hydroxy-2,7-dimethyl-2H-indazol-5-yl)-5-oxopyrido[4,3-d]pyrimidin-6(5H)-yl)cyclobutyl)carbamate